8-bromo-N,N-dimethyl-3-nitro-quinolin-4-amine BrC=1C=CC=C2C(=C(C=NC12)[N+](=O)[O-])N(C)C